CC1=C(C2=C(N=CN=C2NC2(CC2)C)O1)C(=O)NCC1=NC=CC=C1 6-methyl-4-[(1-methylcyclopropyl)amino]-N-(pyridin-2-ylmethyl)furo[2,3-d]pyrimidine-5-carboxamide